6-chloro-9-[3-(2-chloroethylamino)propylamino]-2-methoxyacridine dihydrochloride Cl.Cl.ClC=1C=C2N=C3C=CC(=CC3=C(C2=CC1)NCCCNCCCl)OC